FC1(CC(C1)OC1CN(C1)C1C(CCCC1)OC=1C=C2CN(C(C2=CC1)=O)C1C(NC(CC1)=O)=O)F 3-(5-((2-(3-(3,3-difluorocyclobutoxy)azetidin-1-yl)cyclohexyl)oxy)-1-oxoisoindolin-2-yl)piperidine-2,6-dione